Butyl 2-(3-((tert-butyldimethylsilyl)oxy)-2-(4-((tert-butyldimethylsilyl)oxy)-2-methylbutan-2-yl)-5-methylphenyl)acetate [Si](C)(C)(C(C)(C)C)OC=1C(=C(C=C(C1)C)CC(=O)OCCCC)C(C)(CCO[Si](C)(C)C(C)(C)C)C